tri(benzyloxycarbonyl)-L-arginine C(C1=CC=CC=C1)OC(=O)[C@](N(C(=O)OCC1=CC=CC=C1)C(=O)OCC1=CC=CC=C1)(CCCNC(N)=N)C(=O)O